C(C)OC(C(C(=O)OCC)C1=C(C=C(C=C1)C#N)C(F)(F)F)=O 2-(4-Cyano-2-(trifluoromethyl)phenyl)malonic acid diethyl ester